tert-butyl (1S,3S)-[3-[4-[3-isopropylpyrazolo[1,5-a]pyrimidin-5-yl]pyrimidin-2-yl]aminocyclopentan-1-yl]aminocarboxylate C(C)(C)C=1C=NN2C1N=C(C=C2)C2=NC(=NC=C2)N[C@@H]2C[C@H](CC2)NC(=O)OC(C)(C)C